N,N-dimethylaminoethylene glycol monoethyl ether C(C)OC(CO)N(C)C